1,3-dibutyl-thiourea C(CCC)NC(=S)NCCCC